O[C@H](CN1C=NC2=C(C1=O)C(=C(C(N2C)=O)F)NC2=C(C=C(C=C2)I)F)CO 3-[(2R)-2,3-Dihydroxypropyl]-6-fluoro-5-[(2-fluoro-4-iodophenyl)amino]-8-methylpyrido[2,3-d]pyrimidin-4,7(3H,8H)-dion